FC(C(=O)NC1=CC=C2C(=CC(N(C2=C1)C)C(F)(F)F)O)(F)F 7-((trifluoroacetyl)amino)-1-methyl-2-(trifluoromethyl)-4-hydroxyquinoline